(7S,13S)-7,13-dimethyl-19-(oxan-2-yl)-8,11,14-trioxa-4,19,20-triazatetracyclo[13.5.2.12,6.018,21]tricosa-1(20),2(23),3,5,15(22),16,18(21)-heptaene C[C@H]1C2=CN=CC(C3=NN(C=4C=CC(O[C@H](COCCO1)C)=CC34)C3OCCCC3)=C2